BrC1=CC=CC(=N1)N1[C@@H]2C[C@H]2CC1 (1R,3S,5R)-N-(6-bromopyridin-2-yl)-2-azabicyclo[3.1.0]hexane